OCCOCC(=O)NC=1C=C2C=CN(C2=CC1)CC1=CC=C(C=C1)C(F)(F)F 2-(2-hydroxyethoxy)-N-(1-(4-(trifluoromethyl)benzyl)-1H-indol-5-yl)acetamide